BrC=1C(=CC=2C3=C(C(=NC2C1F)N1CC(C1)(C)N(C)C)N=NN3[C@@H]3C[C@H](N(CC3)C(=O)OC(C)(C)C)CC#N)C tert-butyl (2S,4S)-4-(7-bromo-4-(3-(dimethylamino)-3-methylazetidin-1-yl)-6-fluoro-8-methyl-1H-[1,2,3]triazolo[4,5-c]quinolin-1-yl)-2-(cyanomethyl)piperidine-1-carboxylate